C(C=C)(=O)N1CCC(CC1)N1C(N(CC=2C1=NC(=NC2)NC)C2=C(C(=CC(=C2Cl)OC)OC)Cl)=O 1-(1-acryloylpiperidin-4-yl)-3-(2,6-dichloro-3,5-dimethoxyphenyl)-7-(methylamino)-3,4-dihydropyrimido[4,5-d]pyrimidin-2(1H)-one